C1(=CC=CC=C1)P(C1=CC=C(C=C1)C)C1=CC=C(C=C1)C phenylbis(p-tolyl)phosphine